ClC1=CC=C(C=C1)C=1N=NN(N1)CC1=CC=C(C=C1)C1=NOC(=N1)C(F)(F)F 3-[4-[[5-(4-chlorophenyl)tetrazol-2-yl]methyl]phenyl]-5-(trifluoromethyl)-1,2,4-oxadiazole